ClC=1C=C(C=NC1)C=1C(=NC(=NC1)NC=1C=NN(C1)C)NC=1C=C(C=CC1F)NC(C=C)=O N-(3-((5-(5-chloropyridin-3-yl)-2-((1-methyl-1H-pyrazol-4-yl)amino)pyrimidin-4-yl)amino)-4-fluorophenyl)acrylamide